6-Fluoro-3-(1-{3-[4-(5-methyl-[1,3,4]oxadiazol-2-yl)-thiazol-2-yloxy]-propyl}-piperidin-4-yl)-benzo[d]isoxazole FC1=CC2=C(C(=NO2)C2CCN(CC2)CCCOC=2SC=C(N2)C=2OC(=NN2)C)C=C1